tetrAbutyl-1-{[(3aR,4R,6R,6aS)-2,2-dimethyl-6-[4-(methylamino)pyrrolo[2,3-d]pyrimidin-7-yl]-tetrahydro-3aH-cyclopenta[d][1,3]dioxol-4-yl]methyl}-1,7-diazaspiro[4.5]decane-7-carboxylate C(CCC)C1(C(N(C2(C1)CN(CCC2)C(=O)[O-])C[C@H]2C[C@H]([C@@H]1OC(O[C@@H]12)(C)C)N1C=CC2=C1N=CN=C2NC)(CCCC)CCCC)CCCC